6-(pentafluoro-λ6-sulfanyl)-1H-indole FS(C1=CC=C2C=CNC2=C1)(F)(F)(F)F